(5S,8R)-1-amino-N-(3,4-dichlorophenyl)-6,7,8,9-tetrahydro-5H-5,8-epiminocyclohepta[c]-pyridine-10-carboxamide NC1=NC=CC2=C1C[C@H]1CC[C@@H]2N1C(=O)NC1=CC(=C(C=C1)Cl)Cl